6-(1-(3-Chloropyridin-2-yl)-3-methoxy-1H-pyrazol-5-carboxamido)-5-methyl-N-(5-methylhexan-2-yl)pyrazolo[1,5-a]pyridin-7-carboxamid ClC=1C(=NC=CC1)N1N=C(C=C1C(=O)NC=1C(=CC=2N(C1C(=O)NC(C)CCC(C)C)N=CC2)C)OC